NCC=1N=C(SC1)NS(=O)(=O)C1CC1 N-(4-(aminomethyl)thiazol-2-yl)cyclopropanesulfonamide